tert-butyl (6-((6-(2-oxa-5-azabicyclo[2.2.2]octan-5-yl)-2-methylpyridin-3-yl)amino)spiro[3.3]heptan-2-yl)carbamate C12OCC(N(C1)C1=CC=C(C(=N1)C)NC1CC3(CC(C3)NC(OC(C)(C)C)=O)C1)CC2